C(CC)O[Ti+3] n-propoxytitanium(IV)